ClC1=CC(=C(C=C1)NN)I (4-chloro-2-iodo-phenyl)hydrazine